NC1=NC(=NN1CC1=CC=C(C#N)C=C1)NC1=NC=CC=C1 4-((5-amino-3-(pyridin-2-ylamino)-1H-1,2,4-triazol-1-yl)methyl)benzonitrile